(1S-cis)-2-[[4-[7-Chloro-5-[(3,3,3-trifluoropropyl)thio]-3H-1,2,3-triazolo[4,5-d]-pyrimidin-3-yl]-2-cyclopenten-1-yl]oxy]-acetic acid, ethyl ester ClC=1C2=C(N=C(N1)SCCC(F)(F)F)N(N=N2)[C@H]2C=C[C@H](C2)OCC(=O)OCC